CN1C=2C=CC(=CC2C=2C=C3C(=CC12)C=CC=N3)O 6-methyl-6H-pyrido[3,2-b]carbazol-9-ol